2,6-diethoxy-4-hydroxy-benzaldehyde C(C)OC1=C(C=O)C(=CC(=C1)O)OCC